N1C[C@H](CCCC1)NC1=NC=C2C=C(N=C(C2=C1)NC(C)C)C#N (S)-7-(azepan-3-ylamino)-1-(isopropylamino)-2,6-naphthyridine-3-carbonitrile